C=1(C(=CC=CC1)C(=O)OOC(C)(C)C)C tert-butyl peroxytoluate